N=1CNC2=CC=NC3=C(C21)C=CC=C3 3H-imidazo[4,5-d][1]benzazepine